C(C)(=O)N(C1=C(C(=O)OC)C=C(C=C1)C1=NC=C(C=C1)C(NCC=1C(=NC=CC1)C)=O)C methyl 2-[acetyl(methyl)amino]-5-[5-[(2-methyl-3-pyridyl) methylcarbamoyl]-2-pyridyl]benzoate